4-(3-((R)-3-Aminopiperidin-1-carbonyl)-1-(2-fluoro-4-(3-methylpiperidin-1-yl)phenyl)-1H-pyrazol-5-yl)-2-fluorobenzonitril N[C@H]1CN(CCC1)C(=O)C1=NN(C(=C1)C1=CC(=C(C#N)C=C1)F)C1=C(C=C(C=C1)N1CC(CCC1)C)F